NC=1C=CC(=C2C(=NN(C12)CC(F)(F)F)N(S(=O)(=O)C)CC1=CC=C(C=C1)OC)Cl N-(7-amino-4-chloro-1-(2,2,2-trifluoroethyl)-1H-indazol-3-yl)-N-(4-methoxybenzyl)methanesulfonamide